(S)-N-(4-((6-(2-amino-5-guanidinopentanamido)hexyl)carbamoyl)benzyl)-N-cyclopropyl-3-oxo-3,4-dihydro-2H-benzo[b][1,4]oxazine-7-carboxamide bis(2,2,2-trifluoroacetate) FC(C(=O)O)(F)F.FC(C(=O)O)(F)F.N[C@H](C(=O)NCCCCCCNC(=O)C1=CC=C(CN(C(=O)C=2C=CC3=C(OCC(N3)=O)C2)C2CC2)C=C1)CCCNC(=N)N